N-[4-[(3-methoxy-7-morpholino-1,6-naphthyridin-5-yl)oxy]cyclohexyl]-3,5-dimethyl-pyridin-2-amine COC=1C=NC2=CC(=NC(=C2C1)OC1CCC(CC1)NC1=NC=C(C=C1C)C)N1CCOCC1